methyl-4-[(1-methylcyclopropyl)amino]-N-{[4-(morpholin-4-yl)phenyl]methyl}furo[2,3-d]pyrimidine-5-carboxamide CC=1N=C(C2=C(N1)OC=C2C(=O)NCC2=CC=C(C=C2)N2CCOCC2)NC2(CC2)C